CC1=NC=CC(=C1)C1=NC=CC(=C1)OC=1C(=NC(=CC1)[N+](=O)[O-])C 2'-methyl-4-((2-methyl-6-nitropyridin-3-yl)oxy)-2,4'-bipyridine